FCC1OC(OC1)=O 4-(monofluoromethyl)-1,3-dioxolan-2-one